(1,2-DIMETHYL-3-METHYLENECYCLOPENTYL)ACETALDEHYDE CC1(C(C(CC1)=C)C)CC=O